tert-butyl 4-((6-bromopyrazin-2-yl)oxy)-4-methylazepane-1-carboxylate BrC1=CN=CC(=N1)OC1(CCN(CCC1)C(=O)OC(C)(C)C)C